3-ETHYLBENZALDEHYDE C(C)C=1C=C(C=O)C=CC1